(S)-N-(3-(3-bromophenyl)-1-(methylamino)-1-oxopropan-2-yl)-3-(3-fluorophenyl)-1H-pyrazole-5-carboxamide BrC=1C=C(C=CC1)C[C@@H](C(=O)NC)NC(=O)C1=CC(=NN1)C1=CC(=CC=C1)F